tert-butyl 2-((3-(2-(methoxymethoxy)phenyl)-5-methyl-7-((2-(trimethylsilyl)ethoxy)methyl)-7H-pyrrolo[2,3-c]pyridazin-6-yl)methyl)azetidine-1-carboxylate COCOC1=C(C=CC=C1)C1=CC2=C(N=N1)N(C(=C2C)CC2N(CC2)C(=O)OC(C)(C)C)COCC[Si](C)(C)C